tert-butyl (1R,5S)-3-[1-(2,6-dioxo-3-piperidyl)-3-methyl-2-oxo-benzimidazol-4-yl]-8-azabicyclo[3.2.1]oct-3-ene-8-carboxylate O=C1NC(CCC1N1C(N(C2=C1C=CC=C2C=2C[C@H]1CC[C@@H](C2)N1C(=O)OC(C)(C)C)C)=O)=O